C(C)(C)[Si](OC1=CC=C(C=C1)NC(=O)C1=CNC=C1)(C(C)C)C(C)C N-{4-[(triisopropylsilyl)oxy]phenyl}pyrrole-3-carboxamide